[4-(methylsulfonyl)piperazin-1-yl]-4-[(5-methyl-1H-pyrazol-3-yl)amino]-2-[(E)-2-phenylvinyl]quinazoline CS(=O)(=O)N1CCN(CC1)C1=C2C(=NC(=NC2=CC=C1)\C=C\C1=CC=CC=C1)NC1=NNC(=C1)C